6-amino-7-((1R,2R)-2-(2-hydroxypropan-2-yl)cyclopentyl)-2-methyl-7H-pyrrolo[2,3-d]pyrimidine NC1=CC2=C(N=C(N=C2)C)N1[C@H]1[C@@H](CCC1)C(C)(C)O